1,4-dioxa-10-azadispiro[4.2.48.25]tetradecan-11-one O1CCOC12CCC1(CNC(C1)=O)CC2